C(C)(C)(C)NC(O[C@H]1C[C@H](CC1)C1=CC(=NN1COCC[Si](C)(C)C)NC1=C(N=NC=C1)C)=O (1R,3S)-3-(3-((3-methylpyridazin-4-yl)amino)-1-((2-(trimethylsilyl)ethoxy)methyl)-1H-pyrazol-5-yl)cyclopentyl tert-butylcarbamate